C(CCCCC)(=O)N[C@@H](CCCCN)C(=O)O N-caproyl-L-lysine